2-(4-fluorophenyl)naphthalene FC1=CC=C(C=C1)C1=CC2=CC=CC=C2C=C1